Cl.NCC#CC=1C=C(C=CC1C(=O)OC)NC(CCCCCCCCCC(=O)O)=O 11-((3-(3-aminoprop-1-yn-1-yl)-4-(methoxycarbonyl)phenyl)amino)-11-oxoundecanoic acid hydrochloride